C(C)(C)[C@H]1CC[C@H](CC1)N1CCC2(CC1)C(N(CC1=CC=CC=C12)CCNC(=N)N)=O 1-(2-(1'-(cis-4-isopropylcyclohexyl)-3-oxo-1H-spiro[isoquinoline-4,4'-piperidin]-2(3H)-yl)ethyl)guanidine